N-((1R)-1-(4-(2-oxa-6-azaspiro[3.3]heptan-6-ylmethyl)phenyl)-2,2,2-trifluoroethyl)-2-(2,6-dioxopiperidin-3-yl)-1-oxoisoindoline-5-carboxamide C1OCC12CN(C2)CC2=CC=C(C=C2)[C@H](C(F)(F)F)NC(=O)C=2C=C1CN(C(C1=CC2)=O)C2C(NC(CC2)=O)=O